FC=1C=C(C=CC1C(F)(F)F)S(=O)(=O)N1C[C@]2(CC3=C(C[C@@H]2CC1)N(N=C3)C3=CC=C(C=C3)F)C(=O)C3=NC=CC=C3 ((4aR,8aS)-6-((3-Fluoro-4-(trifluoromethyl)phenyl)sulfonyl)-1-(4-fluorophenyl)-4,4a,5,6,7,8,8a,9-octahydro-1H-pyrazolo[3,4-g]isochinolin-4a-yl)(pyridin-2-yl)methanon